N1CCC2=C(C=CC=C12)N1CCN(CC1)C[C@H]1C(CN(CC1)C1CCN(CC1)C(=O)OC(C)(C)C)(F)F tert-butyl (4S)-4-{[4-(2,3-dihydro-1H-indol-4-yl)piperazin-1-yl]methyl}-3,3-difluoro-[1,4'-bipiperidine]-1'-carboxylate